CC(CCCCCC)C(=O)C1CCC12NC(OC2)=O Octane-2-carbonyl-7-oxa-5-azaspiro[3.4]Octane-6-one